CC=1C=CC(=NC1)C(=O)N 5-methylpyridine-carboxamide